[Br-].[NH2+]1CCCCCC1 azepan-1-ium bromide